6-ethoxy-2-methyl-N-(6-(piperidin-4-yl)pyridazin-3-yl)-2H-indazole-5-carboxamide hydrochloride Cl.C(C)OC=1C(=CC2=CN(N=C2C1)C)C(=O)NC=1N=NC(=CC1)C1CCNCC1